OC(CC#N)C1=CC(=CC=C1)OCCCO 3-hydroxy-3-(3-(3-hydroxypropoxy)phenyl)propanenitrile